3,6-dihydro-7H-[1,2,3]triazolo[4,5-d]pyrimidin-7-one N1=NNC=2N=CNC(C21)=O